2-benzyl 1-(tert-butyl) (2R,4S)-4-(3-bromobenzyl)-5-hydroxypyrrolidine-1,2-dicarboxylate BrC=1C=C(C[C@H]2C[C@@H](N(C2O)C(=O)OC(C)(C)C)C(=O)OCC2=CC=CC=C2)C=CC1